ClC(C1OCCO1)(Cl)Cl 2-trichloromethyl-1,3-dioxolane